(1R,3S,5R)-2-(2-(3-acetyl-7-methyl-5-(2-methylpyrimidin-5-yl)-1H-pyrrolo[2,3-c]pyridin-1-yl)acetyl)-N-(6-bromo-3-chloropyridin-2-yl)-5-methyl-2-aza-bicyclo[3.1.0]hexane-3-carboxamide C(C)(=O)C1=CN(C2=C(N=C(C=C21)C=2C=NC(=NC2)C)C)CC(=O)N2[C@@H]1C[C@@]1(C[C@H]2C(=O)NC2=NC(=CC=C2Cl)Br)C